molybdenum bismuth iron cobalt potassium [K].[Co].[Fe].[Bi].[Mo]